C1(CCCCC1)(C1=CC=C(C=C1)O)C1=CC=C(C=C1)O 4,4'-(cyclohexylidene)diphenol